O=C1N2C(N=NN1CCOC(F)(F)F)=C(N=C2)C(=O)O 4-oxo-3-[2-(trifluoromethoxy)ethyl]imidazo[5,1-d][1,2,3,5]tetrazine-8-carboxylic acid